C12CC(CC2C1)OC1=C(C=C(N)C=C1F)F 4-(bicyclo[3.1.0]hexan-3-yloxy)-3,5-difluoroaniline